6-BROMO-4-CHLORO-7-FLUOROQUINAZOLINE BrC=1C=C2C(=NC=NC2=CC1F)Cl